4-amino-2'-bromo-4'-chlorospiro[cyclohexane-1,1'-indene]-4-carboxylic acid NC1(CCC2(C(=CC3=C(C=CC=C23)Cl)Br)CC1)C(=O)O